O[C@@H]1C[C@H](OC(C1)=O)CC#N 2-((2R,4R)-4-hydroxy-6-oxotetrahydro-2H-pyran-2-yl)acetonitrile